(Z)-dec-4-en-1-yl 8-((2-hydroxyethyl)amino)octanoate OCCNCCCCCCCC(=O)OCCC\C=C/CCCCC